N-(3,5-dichloro-4-(2,6-dioxopiperidin-3-yl)benzyl)-2-methyl-2-(5-methyl-1,3,4-oxadiazol-2-yl)propanamide ClC=1C=C(CNC(C(C)(C=2OC(=NN2)C)C)=O)C=C(C1C1C(NC(CC1)=O)=O)Cl